3-(7-methyl-2-((6-methylbenzo[d][1,3]dioxol-5-yl)amino)-8-oxo-7,8-dihydro-9H-purin-9-yl)bicyclo[1.1.1]pentane-1-carbonitrile CN1C(N(C2=NC(=NC=C12)NC1=CC2=C(OCO2)C=C1C)C12CC(C1)(C2)C#N)=O